C(C=CC#CCC)O 2-Hepten-4-yn-1-ol